(1-aminocyclopropyl)methanol HCl salt Cl.NC1(CC1)CO